5-((2-(1H-indol-3-yl)ethyl)amino)-3-amino-N-carbamimidoyl-6-(4-fluorophenyl)pyrazine-2-carboxamide hydrochloride Cl.N1C=C(C2=CC=CC=C12)CCNC=1N=C(C(=NC1C1=CC=C(C=C1)F)C(=O)NC(N)=N)N